N1(CCCCC1)C1CCN(CC1)C1=NN2C(C3=CC=CC=C13)=C(C(=C2C)CO)CO (6-([1,4'-Bipiperidine]-1'-yl)-3-methylpyrrolo[2,1-a]phthalazine-1,2-diyl)dimethanol